FC1=C(CN2N=C(C=C2C)C(=O)O)C=CC=C1 1-(2-fluorobenzyl)-5-methyl-1H-pyrazole-3-carboxylic acid